O=C1C(NC(CN1)=O)C(=O)N 3,6-dioxopiperazine-2-carboxamide